2-oxo-6-(trifluoromethyl)-1H-pyridine-3-carboxylic acid O=C1NC(=CC=C1C(=O)O)C(F)(F)F